FC1=CC=C(C=C1)N1N=CC=2C1=CN=C(C2)C=C 1-(4-fluorophenyl)-5-vinyl-1H-pyrazolo[3,4-c]Pyridine